Ethoxytetraethyleneglycol C(C)OC(COCCOCCOCCO)O